NN1C(=NC(=C1C(=O)N)C1=CC=C(C=C1)C(NC1=NC=CC(=C1)C#N)=O)[C@H]1N(CCCC1)C(C#CC)=O (S)-1-amino-2-(1-(but-2-ynoyl)piperidin-2-yl)-4-(4-((4-cyanopyridin-2-yl)carbamoyl)phenyl)-1H-imidazole-5-carboxamide